acryloyloxypropoxysodium phosphate P(=O)(O)(O)O.C(C=C)(=O)OCCCO[Na]